CN(S(=O)(=O)C1=CC=C(C=C1)C(CC=1C=C(C=CC1)C)=O)C N,N-dimethyl-4-(2-(3-tolyl)acetyl)benzenesulfonamide